BrC1=C(C=C(C=C1)F)C(C)OC(F)F bromo-2-(1-(difluoromethoxy)ethyl)-4-fluorobenzene